(3,4-difluorobenzyl)-1-(3-fluorophenyl)-4-phenyl-1H-imidazol-2-amine FC=1C=C(CC2=C(N=C(N2C2=CC(=CC=C2)F)N)C2=CC=CC=C2)C=CC1F